FC1(CN(CC[C@H]1CO)C(=O)OC(C)(C)C)F tert-butyl (4S)-3,3-difluoro-4-(hydroxymethyl)piperidine-1-carboxylate